6-bromo-3-(cyclopropylmethyl)-2-(1-(4-methyl-1,4-diazepan-1-yl)butyl)pyrido[2,3-d]pyrimidin-4(3H)-one BrC1=CC2=C(N=C(N(C2=O)CC2CC2)C(CCC)N2CCN(CCC2)C)N=C1